2,14-Dimethoxy-8,8-dimethyl-7a,8-dihydrobenzo[d]naphtho[1,2-f]pyrazolo[5,1-b][1,3]oxazepin-9(10H)-one COC=1C=CC=2C=CC3=C(C4=C(N5C(O3)C(C(N5)=O)(C)C)C=CC(=C4)OC)C2C1